FC=1C=C(C=C(C1)F)C[C@@H](C(=O)OCCCCCCCCCCC)N[P@](=O)(OC1=CC=CC=C1)OC1=C(C(=C(C(=C1F)F)F)F)F undecyl (S)-3-(3,5-difluorophenyl)-2-(((S)-(perfluorophenoxy)(phenoxy)phosphoryl)amino)propanoate